3-chloro-6-fluorodibenzo[b,d]furan-1,2,4,7,8,9-d6 ClC1=C(C(=C2C(OC3=C2C(=C(C(=C3F)[2H])[2H])[2H])=C1[2H])[2H])[2H]